1-(1,3-Dimethyl-1H-pyrazol-4-yl)-7-methoxy-3-methyl-8-(2-methyl-1H-imidazo[4,5-b]pyridin-6-yl)-1,3-dihydro-imidazo[4,5-c]quinolin-2-one CN1N=C(C(=C1)N1C(N(C=2C=NC=3C=C(C(=CC3C21)C=2C=C1C(=NC2)N=C(N1)C)OC)C)=O)C